butanedioic acid dimethylester COC(CCC(=O)OC)=O